ClC1=C(NC(C2=C(C=C(C=C12)B(O)O)F)=O)C (4-chloro-8-fluoro-3-methyl-1-oxo-1,2-dihydroisoquinolin-6-yl)boronic acid